BrC1CN(C=C1)CC1=CC(=C(C=C1)C)C 3-bromo-1-(3,4-dimethylbenzyl)-1,2-dihydropyrrole